tert-butyl 1,6-diazaspiro[3.4]octane-1-carboxylate oxalate C(C(=O)O)(=O)O.N1(CCC12CNCC2)C(=O)OC(C)(C)C